[C@H](C)(CC)[C@@H]1N=C(C2=C(N(C1=O)CC(=O)O)C(=CC=C2)Cl)C2=CC=CC=C2 2-((S)-3-((S)-sec-butyl)-9-chloro-2-oxo-5-phenyl-2,3-dihydro-1H-benzo[e][1,4]diazepin-1-yl)acetic acid